ClC=1C=C(C=C(C1)F)C1=CC=C(C=C1)F 3-chloro-5,4'-difluoro-[1,1'-biphenyl]